(R)-6-Bromo-7-methoxy-2-methyl-N-(1-(3-nitro-5-(trifluoromethyl)phenyl)ethyl)quinazoline BrC=1C=C2C=N[C@@H](N(C2=CC1OC)C(C)C1=CC(=CC(=C1)C(F)(F)F)[N+](=O)[O-])C